N-(4-((2-(1,1-difluoroethyl)-6-methylpyrimidin-4-yl)amino)-5-(5-(morpholinomethyl)pyrazin-2-yl)pyridin-2-yl)acetamide FC(C)(F)C1=NC(=CC(=N1)NC1=CC(=NC=C1C1=NC=C(N=C1)CN1CCOCC1)NC(C)=O)C